C(C)OC(=O)C=1C=NC2=CC=C(N=C2C1O)Cl 6-chloro-4-hydroxy-1,5-naphthyridine-3-carboxylic acid ethyl ester